N1C(=NC=C1)S(=O)(=O)F imidazolesulfonyl fluoride